C(C)(C)(C)OC(NCC1=NNC(=C1)C(N(C)C)=O)=O ((5-(Dimethylcarbamoyl)-1H-pyrazol-3-yl)methyl)carbamic acid tert-butyl ester